C(#N)C=1C=CC2=C(C1)NC=1N(C3=CC(=C(C=C3C(C12)=O)OC)C=1C=C(C=CC1)S(=O)(=O)F)C(C)C 3-(8-cyano-5-isopropyl-2-methoxy-11-oxo-6,11-dihydro-5H-indolo[2,3-b]quinolin-3-yl)benzenesulfonyl fluoride